C(C)(C)(C)OC(=O)N1CC(C(CC1)N1CCN(CC1)C(=O)OCC1=CC=CC=C1)(F)F benzyl 4-[1-(tert-butoxycarbonyl)-3,3-difluoropiperidin-4-yl]piperazine-1-carboxylate